(R)-5-(2-(3-fluoropyridin-2-yl)pyrrolidin-1-yl)-3-(1H-pyrazol-1-yl)pyrazolo[1,5-a]pyrimidine FC=1C(=NC=CC1)[C@@H]1N(CCC1)C1=NC=2N(C=C1)N=CC2N2N=CC=C2